(3s,4r)-3-hydroxy-4-(hydroxymethyl)cyclopentane-1-one O[C@H]1CC(C[C@@H]1CO)=O